C(CCC)OC1=CC=C(C=C1)O 4-butoxyphenol